tert-butyl 1-(9H-fluoren-9-yl)-3-oxo-2,7,11-trioxa-4-azatridecan-13-oate C1=CC=CC=2C3=CC=CC=C3C(C12)COC(NCCOCCCOCC(=O)OC(C)(C)C)=O